(S)-N-((4,6-dimethyl-2-oxo-1,2-dihydropyridin-3-yl)methyl)-5-(ethyl-(tetrahydro-2H-pyran-4-yl)amino)-4'-((3-hydroxypiperidin-1-yl)methyl)-4-methyl-[1,1'-biphenyl]-3-carboxamide CC1=C(C(NC(=C1)C)=O)CNC(=O)C=1C=C(C=C(C1C)N(C1CCOCC1)CC)C1=CC=C(C=C1)CN1C[C@H](CCC1)O